N-(((1r,4r)-4-aminocyclohexyl)methyl)-4-(2,6-dimethylmorpholino)-2-methylaniline NC1CCC(CC1)CNC1=C(C=C(C=C1)N1CC(OC(C1)C)C)C